NC=1C(=NC=C(C1)S(=O)(=O)C1=CC=C(C=C1)OC(F)(F)F)C(=O)NN 3-amino-5-((4-(trifluoromethoxy)phenyl)sulfonyl)pyridinecarbohydrazide